3-((4-(2-((2,7-diazaspiro[3.5]nonan-7-yl)methyl)-5-chloro-3-methylphenyl)pyrrolo[2,1-f][1,2,4]triazin-6-yl)methyl)-6,6-dimethyl-3-azabicyclo[3.1.0]hexane-2,4-dione C1NCC12CCN(CC2)CC2=C(C=C(C=C2C)Cl)C2=NC=NN1C2=CC(=C1)CN1C(C2C(C2C1=O)(C)C)=O